1-ethyl-2,6-dihydroxybenzene C(C)C1=C(C=CC=C1O)O